(2S)-2-[[(2S)-4-[5-[bis(2-chloroethyl)amino]-1-methyl-benzimidazol-2-yl]-2-(tert-butoxycarbonylamino)butanoyl]amino]-4-methyl-pentanoic acid ClCCN(C1=CC2=C(N(C(=N2)CC[C@@H](C(=O)N[C@H](C(=O)O)CC(C)C)NC(=O)OC(C)(C)C)C)C=C1)CCCl